C(C)(C)(C)OC(=O)N1CC(CCC1)C(=O)C=1C=C(C2=CC=CC=C2C1)C(=O)O 3-(1-tert-Butoxycarbonylpiperidine-3-carbonyl)naphthalene-1-carboxylic acid